FC1=CC(=C(C=C1)B(O)O)OC (4-fluoro-2-methoxy-phenyl)boronic acid